4-(4-(4-(tert-butoxy)phenoxy)piperidin-1-yl)-6-chloro-1-methyl-2-oxo-1,2-dihydro-1,5-naphthyridine-3-carbonitrile C(C)(C)(C)OC1=CC=C(OC2CCN(CC2)C2=C(C(N(C3=CC=C(N=C23)Cl)C)=O)C#N)C=C1